C(C=C)(=O)OCCOC1=CC(=C(C=C1N=NC1=CC=C(C=C1)[N+](=O)[O-])OCCOC(C=C)=O)N=NC1=C(C=C(C=C1)N(CCCCCCCC)CCCCCCCC)C ((2-((4-(dioctylamino)-2-methylphenyl)diazenyl)-5-((4-nitrophenyl)diazenyl)-1,4-phenylene)bis(oxy))bis(ethane-2,1-diyl) diacrylate